3,5-di-tert-butyl-4-hydroxy-benzoic acid octyl ester C(CCCCCCC)OC(C1=CC(=C(C(=C1)C(C)(C)C)O)C(C)(C)C)=O